N-(4-(2-bromothiophen-3-yl)phenyl)-[1,1'-biphenyl]-3-amine BrC=1SC=CC1C1=CC=C(C=C1)NC=1C=C(C=CC1)C1=CC=CC=C1